(1H-benzo[d][1,2,3]triazol-1-yl)(4-(bis(4H-benzo[d][1,3]dioxin-6-yl)methyl)piperazin-1-yl)methanone N1(N=NC2=C1C=CC=C2)C(=O)N2CCN(CC2)C(C2=CC1=C(OCOC1)C=C2)C2=CC1=C(OCOC1)C=C2